ClC=1C=C(C(NC1)=O)C(=O)O 5-chloro-2-oxo-1,2-dihydropyridine-3-carboxylic acid